C(C)(C)(C)OC(=O)N[C@H]1[C@@H](CN(CC1)C(=O)OCC1=CC=CC=C1)O (trans)-benzyl 4-((tert-butoxycarbonyl)amino)-3-hydroxypiperidine-1-carboxylate